1-(bromomethyl)-3-chloro-2-fluoro-benzene BrCC1=C(C(=CC=C1)Cl)F